1-[3-({5-cyclopropyl-9-methoxy-2,2-dimethyl-1H,2H,3H,4H-benzo[h]1,6-naphthyridin-8-yl}oxy)propyl]pyrrolidine formate C(=O)O.C1(CC1)C1=C2CCC(NC2=C2C(=N1)C=C(C(=C2)OC)OCCCN2CCCC2)(C)C